ethyl 4,6-dihydro-2H-thieno[3,4-c]pyrazole-3-carboxylate N=1NC(=C2C1CSC2)C(=O)OCC